N12CCN(C(CC1)CC2)C(=O)N2N=C(C1=C2CCC1)C1=C(C=CC(=C1)OC)F 1,4-diazabicyclo[3.2.2]nonan-4-yl-[3-(2-fluoro-5-methoxy-phenyl)-5,6-dihydro-4H-cyclopenta-[c]pyrazol-1-yl]meth-anone